C1(C=2C(C(N1[C@H](C(=O)NC=1C=CC=C3C=CC=NC13)CC1=CC=C(C=C1)C(F)(F)F)=O)=CC=CC2)=O (S)-2-(phthalimido)-N-(8-quinolyl)-3-(4-(trifluoromethyl)phenyl)propanamide